C1(CC1)C1=NN2C(N=CC(=C2NC(C)C)C(=O)NC[C@H](C(C)(C)O)F)=C1 (R)-2-cyclopropyl-N-(2-fluoro-3-hydroxy-3-methylbutyl)-7-(isopropylamino)pyrazolo[1,5-a]pyrimidine-6-carboxamide